N1C=CC2=C(C=CC=C12)C1N(CCCC1)C(=O)C=1C=C2C(=CC(=NC2=CC1)N)CO (2-(1H-indol-4-yl)piperidin-1-yl)(2-amino-4-(hydroxymethyl)quinolin-6-yl)methanone